1-((1R,3S)-3-(5-(((benzyloxy)carbonyl)amino)-1-(tert-butyl)-1H-pyrazol-3-yl)cyclopentyl) 2-(tert-butyl) 1-ethyl-2-methylhydrazine-1,2-dicarboxylate C(C)N(N(C(=O)OC(C)(C)C)C)C(=O)O[C@H]1C[C@H](CC1)C1=NN(C(=C1)NC(=O)OCC1=CC=CC=C1)C(C)(C)C